n-Valeric Acid CCCCC(=O)O